CC(C(=O)OCC(NCC1=CC(=C(C=C1)OC)OC)=O)CCC (3,4-dimethoxybenzyl-carbamoyl)methyl 2-methylpentanoate